CC1=CC=CC=C1OS(=O)(=O)[O-] The molecule is a phenyl sulfate oxoanion that is the conjugate base of o-cresol hydrogen sulfate, obtained by deprotonation of the sulfo group; major species at pH 7.3. It is a conjugate base of an o-cresol hydrogen sulfate.